3-butene-1,1,3-tricarboxylic acid C(CC(=C)C(=O)O)(C(=O)O)C(=O)O